[3-chloro-4-(difluoromethoxy)-2-fluoro-anilino]-6-[(3S)-pyrrolidin-3-yl]oxy-1,5-naphthyridine-3-carbonitrile ClC=1C(=C(NC2=NC3=CC=C(N=C3C=C2C#N)O[C@@H]2CNCC2)C=CC1OC(F)F)F